C(C)NC(CCOC1=C(C=C(C=C1)[N+](=O)[O-])C=O)=O N-ETHYL-3-(2-FORMYL-4-NITROPHENOXY)PROPANAMIDE